C1(CC1)S(=O)(=O)NC(OC(C)(C)C)=O tert-butyl N-cyclopropylsulfonylcarbamate